2-(2-((5-(1-aminoisoquinolin-7-yl)-1-(1-(ethoxycarbonyl)pyrrolidin-3-yl)-1H-indazol-3-yl)methoxy)phenyl)acetic acid NC1=NC=CC2=CC=C(C=C12)C=1C=C2C(=NN(C2=CC1)C1CN(CC1)C(=O)OCC)COC1=C(C=CC=C1)CC(=O)O